racemic-1,1-difluoropropan-2-ylmethanesulfonate FC([C@@H](C)CS(=O)(=O)[O-])F |r|